Cl.FC=1C=C(OC2=CC=C3CCNCC3=C2)C=CC1C(F)(F)F 7-[3-fluoro-4-(trifluoromethyl)phenoxy]-1,2,3,4-tetrahydroisoquinoline HCl salt